C(C)C1CCC(CC1)C1=CC=C(C=C1)OB(O)O (4-(4-ethylcyclohexyl)phenyl)boric acid